2-(benzyloxy)isoquinoline-1,3(2H,4H)-dione C(C1=CC=CC=C1)ON1C(C2=CC=CC=C2CC1=O)=O